(E)-1-[4-[4,5-Dihydroxy-6-(hydroxymethyl)-3-(3,4,5-trihydroxy-6-methyloxan-2-yl)oxyoxan-2-yl]oxy-2,6-dihydroxyphenyl]-3-(3-hydroxy-4-methoxyphenyl)prop-2-en-1-one OC1C(C(OC(C1O)CO)OC1=CC(=C(C(=C1)O)C(\C=C\C1=CC(=C(C=C1)OC)O)=O)O)OC1OC(C(C(C1O)O)O)C